C(C1=CC=CC=C1)OC1=CC(=NC=2C=CN=C(C12)C#N)C1=C(C=C(C(=C1)Cl)C(C)(C)C)C 4-benzyloxy-2-(4-tert-butyl-5-chloro-2-methyl-phenyl)-1,6-naphthyridine-5-carbonitrile